COC=1C=C(CCBr)C=CC1OC 3,4-dimethoxyphenethyl bromide